6-[(2R)-4-[4-chloro-2-(trifluoromethyl)benzoyl]-2-ethylpiperazin-1-yl]-3-(2-ethoxypyridin-3-yl)-2-fluoro-N-(1-methylazetidin-3-yl)benzamide ClC1=CC(=C(C(=O)N2C[C@H](N(CC2)C2=CC=C(C(=C2C(=O)NC2CN(C2)C)F)C=2C(=NC=CC2)OCC)CC)C=C1)C(F)(F)F